C(#N)C1=CC=C(CC2COC3(N(C2=O)C)C=CC(C=C3)=O)C=C1 3-(4-cyano-benzyl)-5-methyl-1-oxa-5-azaspiro[5.5]undec-7,10-diene-4,9-dione